COC1=C(C=CC=C1)C1=NOC(=N1)N1CCC(CC1)C(=O)O 1-(3-(2-methoxyphenyl)-1,2,4-oxadiazol-5-yl)piperidine-4-carboxylic acid